3-bromo-3-fluoro-6-(trifluoromethyl)indol-2-one BrC1(C(NC2=CC(=CC=C12)C(F)(F)F)=O)F